O=C1NC(CCC1N1C(C2=CC=C(C=C2C1=O)N1CCC2(CC(C2)=O)CC1)=O)=O 2-(2,6-dioxopiperidin-3-yl)-5-(2-oxo-7-azaspiro[3.5]nonan-7-yl)isoindole-1,3-dione